(2-(4-methylpiperazin-1-yl)ethyl)-1,3a,4,5,10,11a-hexahydro-2H-benzo[b]pyrrolo[2,3-f][1,4]diazocine-2,11(3H)-dione CN1CCN(CC1)CCN1C(CC2C1C(NC1=C(NC2)C=CC=C1)=O)=O